FC1(CCC(CC1)CNC(C1=CC=C(C=C1)C#CC1=C(C=C(C=C1)F)F)=O)F N-((4,4-difluorocyclohexyl)methyl)-4-((2,4-difluorophenyl)ethynyl)benzamide